(1'R,2'R)-6-hydroxy-5'-methyl-4-pentyl-2'-(prop-1-en-2-yl)-1',2',3',4'-tetrahydro-[1,1'-biphenyl]-2-yl (4-(phosphonooxy)butyl) carbonate di-ammonium salt [NH4+].[NH4+].C(OC1=C(C(=CC(=C1)CCCCC)O)[C@H]1[C@@H](CCC(=C1)C)C(=C)C)(OCCCCOP(=O)(O)O)=O